N-Phenethylisoindolin-4-amine hydrochloride Cl.C(CC1=CC=CC=C1)NC=1C=2CNCC2C=CC1